(S)-2-methoxy-6-((4-(4,4,5,5-tetramethyl-1,3,2-dioxaborolan-2-yl)-2,3-dihydro-1H-inden-1-yl)amino)-5-(trifluoromethyl)nicotinaldehyde COC1=C(C=O)C=C(C(=N1)N[C@H]1CCC2=C(C=CC=C12)B1OC(C(O1)(C)C)(C)C)C(F)(F)F